2-Chloro-4-((3S)-8-(4-(4-((4-(4-((2,6-dioxopiperidin-3-yl)amino)pyridin-2-yl)piperazin-1-yl)methyl)piperidine-1-carbonyl)phenyl)-3-methyl-2,8-diazaspiro[4.5]decan-2-yl)benzonitrile ClC1=C(C#N)C=CC(=C1)N1CC2(C[C@@H]1C)CCN(CC2)C2=CC=C(C=C2)C(=O)N2CCC(CC2)CN2CCN(CC2)C2=NC=CC(=C2)NC2C(NC(CC2)=O)=O